3,6-bis(9H-carbazol-9-yl)-9-phenyl-9H-carbazole C1=CC=CC=2C3=CC=CC=C3N(C12)C=1C=CC=2N(C3=CC=C(C=C3C2C1)N1C2=CC=CC=C2C=2C=CC=CC12)C1=CC=CC=C1